(3E)-7-(pyridin-2-yl)hept-3-en-1-amine N1=C(C=CC=C1)CCC/C=C/CCN